4-bromo-1H-benzo[de]quinoline BrC1=CC=C2C3=C1C=CNC3=CC=C2